4-(4-bromopyridin-2-yl)-1,2,3-oxathiazolidine-3-carboxylic acid tert-butyl ester 2,2-dioxide C(C)(C)(C)OC(=O)N1S(OCC1C1=NC=CC(=C1)Br)(=O)=O